C(CCC)C1N(S(C2=C(N(C1)C1=CC=CC=C1)C=C(C(=C2)OC[C@@](C(=O)OC)(C)OC)SC)(=O)=O)C methyl (R)-3-((3-butyl-2-methyl-7-(methylthio)-1,1-dioxido-5-phenyl-2,3,4,5-tetrahydro-1,2,5-benzothiadiazepin-8-yl)oxy)-2-methoxy-2-methylpropanoate